CN(C(C[C@H]1OC([C@@H]([C@@H]1O)O)O)=O)C N,N-dimethyl-2-[(2r,3s,4r)-3,4,5-trihydroxytetrahydrofuran-2-yl]acetamide